N1(CCC12CCC2)C(=O)C2[C@H]1CN(C[C@@H]21)C2CC1(C2)CN(CC1)C(=O)OCC ethyl 2-[(1R,5S,6r)-6-(1-azaspiro[3.3]hept-1-ylcarbonyl)-3-azabicyclo[3.1.0]hex-3-yl]-6-azaspiro[3.4]octane-6-carboxylate